C1(CC1)N1C(=NC(=C1)C(F)(F)F)C1=C(C=C(C=C1OC)CN1C(C=CC2=C1N=C(N=C2C)C=2C(=NC=NC2OC)C2CC2)=O)F 8-({4-[1-cyclopropyl-4-(trifluoromethyl)imidazol-2-yl]-3-fluoro-5-methoxyphenyl}methyl)-2-(4-cyclopropyl-6-methoxypyrimidin-5-yl)-4-methylpyrido[2,3-d]pyrimidin-7-one